trifluoroethyl alcohol FC(CO)(F)F